[N-[4-amino-5-(4-methoxybenzoyl)thiazol-2-yl]-3-chloro-4-(difluoromethoxy)anilino]propanamide NC=1N=C(SC1C(C1=CC=C(C=C1)OC)=O)N(C1=CC(=C(C=C1)OC(F)F)Cl)C(C(=O)N)C